C(C)OC(=O)CCCCCCCCCCCCCCCOC=1C2=CC=CC=C2C(=C2C=CC=CC12)OCCCCCCCCCCCCCCCC(=O)OCC 9,10-bis(ethoxycarbonylpentadecyloxy)anthracene